NC=1C=C(C=CC1F)NC(=O)[C@@H]1C([C@H]1C1=CC(=CC(=C1)Cl)Cl)(Cl)Cl |r| trans-rac-N-(3-amino-4-fluorophenyl)-2,2-dichloro-3-(3,5-dichlorophenyl)cyclopropane-1-carboxamide